methyl 4-((1-((3-chloro-4-fluorophenyl)amino)-6-methoxyisoquinolin-7-yl)amino)-4-oxobutanoate ClC=1C=C(C=CC1F)NC1=NC=CC2=CC(=C(C=C12)NC(CCC(=O)OC)=O)OC